C(C)(C)(C)OC(=O)N1C(CC(C1)(O)C1=CC(=C(C=C1)Cl)Cl)C(=O)O 1-(tert-butoxycarbonyl)-4-(3,4-dichlorophenyl)-4-hydroxy-pyrrolidine-2-carboxylic acid